BrC1=CC=CC2=C1OCC(N2)=S 8-bromo-2H-benzo[b][1,4]oxazine-3(4H)-thione